C1(NCC2=C1C=CC2)=O 3,4-dihydrocyclopenta[c]pyrrol-1(2H)-one